C(C)C=1OC2=C(C1B(O)O)C=CC=C2 2-ETHYLBENZOFURAN-3-YLBORONIC ACID